(3R)-N-[5-(2-chloro-5-hydroxyphenyl)-1H-indazol-3-yl]piperidine-3-carboxamide hydrochloride Cl.ClC1=C(C=C(C=C1)O)C=1C=C2C(=NNC2=CC1)NC(=O)[C@H]1CNCCC1